2-(1-(4-((((2-methoxynaphthalen-1-yl)methoxy)carbonyl)amino)benzyl)-3,5-dimethyl-1H-pyrazol-4-yl)acetic acid COC1=C(C2=CC=CC=C2C=C1)COC(=O)NC1=CC=C(CN2N=C(C(=C2C)CC(=O)O)C)C=C1